dibutyltin bis-[3-(4-hydroxyphenyl) propionate] OC1=CC=C(C=C1)CCC(=O)[O-].OC1=CC=C(C=C1)CCC(=O)[O-].C(CCC)[Sn+2]CCCC